5-(2-fluorobenzoyl)-3-(octahydroindolizin-7-yl)-1H-indole FC1=C(C(=O)C=2C=C3C(=CNC3=CC2)C2CCN3CCCC3C2)C=CC=C1